4-chloro-3-methyl-1H-pyrrolo[2,3-b]pyridine 7-oxide ClC1=C2C(=[N+](C=C1)[O-])NC=C2C